(4R)-1-cyclopropyl-N-{2,3-dimethoxy-6H,7H,8H-cyclopenta[b]1,5-naphthyridin-9-yl}azepan-4-amine C1(CC1)N1CC[C@@H](CCC1)NC1=C2C(=NC3=CC(=C(N=C13)OC)OC)CCC2